BrC=1C=CC(=C(C1)CNC(OC(C)(C)C)=O)C(F)(F)F tert-butyl N-[[5-bromo-2-(trifluoromethyl)phenyl]methyl]carbamate